CC(C(=O)N1[C@@H](CN[C@H](C1)C=1C=CC2=C(N=CS2)C1)C)(C)C |r| 2,2-dimethyl-1-[rac-(2R,5S)-5-(1,3-benzothiazol-5-yl)-2-methyl-piperazin-1-yl]propan-1-one